N-cyclohexyl-5-(p-tolyl)-1H-pyrrolo[2,3-b]pyridin-4-amine C1(CCCCC1)NC=1C2=C(N=CC1C1=CC=C(C=C1)C)NC=C2